(1-benzyl-6-oxo-5-(trifluoromethyl)-1,6-dihydropyridin-3-yl)boronic acid C(C1=CC=CC=C1)N1C=C(C=C(C1=O)C(F)(F)F)B(O)O